N-{6-[2-(2-{4-[4-(N-benzyl-2-chloroacetamido)phenoxy]phenoxy}ethoxy)ethoxy]hexyl}-2-methyl-8-[4-(trifluoromethyl)phenyl]-2H,8H-pyrazolo[3,4-b]indole-5-carboxamide C(C1=CC=CC=C1)N(C(CCl)=O)C1=CC=C(OC2=CC=C(OCCOCCOCCCCCCNC(=O)C=3C=C4C=5C(N(C4=CC3)C3=CC=C(C=C3)C(F)(F)F)=NN(C5)C)C=C2)C=C1